ClC1=CC=C2C(=NC(NC2=C1)=O)N(C1=CC(=CC=C1)C#CC1(CC1)C(F)(F)F)C 7-chloro-4-[N-methyl-3-[2-[1-(trifluoromethyl)cyclopropyl]ethynyl]anilino]-1H-quinazolin-2-one